ClC1=C(C(=CC=C1Cl)F)[C@@]1(CN(CC1)C(C=C)=O)NC1=CC(=C2C(=NN(C2=C1)C)C)F 1-[(3S)-3-(2,3-Dichloro-6-fluorophenyl)-3-[(4-fluoro-1,3-dimethylindazol-6-yl)amino]pyrrolidin-1-yl]prop-2-en-1-one